(2R,5R)-tert-butyl 5-((R)-2-(2-hydroxy-4-(2-(2-methoxyethoxy)ethoxy)phenyl)-4,5-dihydrooxazol-4-yl)-1-methylpyrrolidine-2-carboxylate OC1=C(C=CC(=C1)OCCOCCOC)C=1OC[C@H](N1)[C@H]1CC[C@@H](N1C)C(=O)OC(C)(C)C